bromo-5-chloro-N-isopropyl-1-((2-(trimethylsilyl)ethoxy)methyl)-1H-pyrazolo[4,3-b]pyridin-3-amine BrC=1C=C2C(=NC1Cl)C(=NN2COCC[Si](C)(C)C)NC(C)C